6-Cyclobutoxy-2-(1-methyl-2-oxabicyclo[2.1.1]hex-4-yl)-2H-indazole-5-carboxylic acid phenyl ester C1(=CC=CC=C1)OC(=O)C1=CC2=CN(N=C2C=C1OC1CCC1)C12COC(C1)(C2)C